(1-((3-hydroxypropyl)sulfonyl)piperidin-3-yl)methanone OCCCS(=O)(=O)N1CC(CCC1)C=O